NC=1C(=NC(=CC1Br)Cl)C#N amino-4-bromo-6-chloropyridinenitrile